C(C1=CC=CC=C1)(=O)N1CC2(C1)CC(C2)NC(=O)NCC2=CC=C(C=C2)OC 1-(2-benzoyl-2-azaspiro[3.3]hept-6-yl)-3-(4-methoxybenzyl)urea